(E)-(2-(1-(pyridin-2-yl)ethylidene)hydrazine-1-carbonyl)glycine Ethyl ester C(C)OC(CNC(=O)N/N=C(\C)/C1=NC=CC=C1)=O